(R)-tert-butyl(methyl)hydroxymethylphosphine C(C)(C)(C)[P@](CO)C